1-carboxyethylindolinespiropyran Methyl-2-[[5-(cyclopropylmethoxy)-4-(3,4-dichlorophenyl)pyridine-2-carbonyl]amino]-2-ethylbutanoate COC(C(CC)(CC)NC(=O)C1=NC=C(C(=C1)C1=CC(=C(C=C1)Cl)Cl)OCC1CC1)=O.C(=O)(O)C(C)C=1C2(OC=CC1)NC1=CC=CC=C1C2